FC=1C=CC(=NC1)C1=NN2C(COC(C2)(C([2H])([2H])[2H])C([2H])([2H])[2H])=C1C1=CC=2N(C=C1)N=CC2 2-(5-Fluoropyridin-2-yl)-6,6-bis(methyl-d3)-3-(pyrazolo[1,5-a]pyridin-5-yl)-6,7-dihydro-4H-pyrazolo[5,1-c][1,4]oxazine